(±)-3-cyano-4-[3-[(4,5-dichloro-1-methyl-indole-2-carbonyl)amino]tetrahydrofuran-3-yl]benzoic acid C(#N)C=1C=C(C(=O)O)C=CC1[C@]1(COCC1)NC(=O)C=1N(C2=CC=C(C(=C2C1)Cl)Cl)C |r|